n-Butyl-pyrrolidone C(CCC)N1C(CCC1)=O